1-[(3S)-3-aminopyrrolidin-1-yl]-2-(4-fluorophenyl)ethan-1-one, Hydrochloride Salt Cl.N[C@@H]1CN(CC1)C(CC1=CC=C(C=C1)F)=O